C(C)(C)(C)OC(=O)N1CCC(CC1)C1=CC=C(C=C1)OCC(F)(F)F 4-[4-(2,2,2-trifluoroethoxy)phenyl]piperidine-1-carboxylic acid tert-butyl ester